4-fluoro-3-(4-methoxybenzyl)-5-((4-methoxybenzyl)oxy)-1,1a,3,7b-tetrahydro-2H-cyclopropa[c]quinolin-2-one FC1=C(C=CC=2C3C(C(N(C12)CC1=CC=C(C=C1)OC)=O)C3)OCC3=CC=C(C=C3)OC